COC1=CC=C(CNC(=O)NCCCCCOC2=CC=CC=C2)C=C1 1-(4-methoxybenzyl)-3-(5-phenoxypentyl)urea